4-methoxy-1,2,3-trimethylimidazolinium COC1N(C([NH+](C1)C)C)C